tert-butyl N-[3-[(5-amino-2-bromo-6H-thieno[3,2-b]azepine-7-carbonyl)-propyl-amino]propyl]carbamate NC=1CC(=CC2=C(N1)C=C(S2)Br)C(=O)N(CCCNC(OC(C)(C)C)=O)CCC